benzoimidazole-5-carboxylic acid (3-hydroxy-butyl)-amide OC(CCNC(=O)C1=CC2=C(N=CN2)C=C1)C